8,9-difluoro-3,4-dihydro-2H-benzo[c]Chromene-1,6-dione FC=1C(=CC2=C(C(OC=3CCCC(C23)=O)=O)C1)F